NC1=C(N=CC(=N1)N1CCC2([C@@H](COC2)N)CC1)SC1=C(C(=NC=C1)N)Cl (S)-8-(6-amino-5-((2-amino-3-chloropyridin-4-yl)thio)pyrazin-2-yl)-2-oxa-8-azaspiro[4.5]decan-4-amine